5,6-dichloro-1-(1-(2-chlorobenzyl)piperidin-4-yl)-3-(2-(2-oxopyrrolidin-1-yl)ethyl)-1,3-dihydro-2H-benzo[d]imidazol-2-one ClC1=CC2=C(N(C(N2CCN2C(CCC2)=O)=O)C2CCN(CC2)CC2=C(C=CC=C2)Cl)C=C1Cl